N-[(1S)-2-hydroxy-1-[3-(methoxymethyl)phenyl]ethyl]acetamide tert-Butyl-4-(5-(trifluoromethyl)pyrimidin-2-yl)piperazine-1-carboxylate C(C)(C)(C)OC(=O)N1CCN(CC1)C1=NC=C(C=N1)C(F)(F)F.OC[C@H](C1=CC(=CC=C1)COC)NC(C)=O